FC1=C(C=C(C=C1)CCCCN)C 4-(4-fluoro-3-methyl-phenyl)butylamine